ClC=1C(=C(CN2C(CC(CC2)(C(=O)O)CC2=NC(=CC=C2F)NC2=NNC(=C2)C2CC2)C)C=CC1)F (3-chloro-2-fluorobenzyl)-4-((6-((5-cyclopropyl-1H-pyrazol-3-yl)amino)-3-fluoropyridin-2-yl)methyl)-2-methylpiperidine-4-carboxylic acid